ClCCC=CC=C 1-chloro-3,5-hexadiene